ONC(\C=C\C1=C(C=CC=C1)N1CCC(CC1)NCC1=CC(=CC=C1)C(F)(F)F)=O (E)-N-hydroxy-3-(2-(4-((3-(trifluoromethyl)benzyl)amino)piperidin-1-yl)phenyl)acrylamide